ClC1=C(C(=CC(=C1)C#N)Cl)NC=1N(C2=NC(=NC=C2N1)NC1CCOCC1)C1CCC(CC1)(C(=O)N)C (1r,4r)-4-(8-(2,6-dichloro-4-cyanophenylamino)-2-(tetrahydro-2H-pyran-4-ylamino)-9H-purin-9-yl)-1-methylcyclohexanecarboxamide